BrC1=CC=C2C=3C=CC=C(C3C(C2=C1)(C)C)B(O)O (7-bromo-9,9-dimethyl-9H-fluoren-1-yl)boronic acid